C1(CC1)C=1OC(=C(N1)C1=CC=CC=C1)OC1=CC(=NC=C1)NC1=CC=C(C(=O)O)C=C1 4-((4-((2-Cyclopropyl-4-phenyloxazol-5-yl)oxy)pyridin-2-yl)amino)benzoic acid